CN(CCCCC)C 5-(dimethylamino)pentan